C(C)C1=CC=C(C=C1)N1N=C(N=N1)C 2-(4-ethylphenyl)-5-methyl-2H-tetrazole